CC1(CC(OC(C1)=O)=O)C 4,4-Dimethyldihydro-2H-pyran-2,6(3H)-dione